NC=1C=NC(=NC1)C=1C=C(C=C(C1)Cl)[C@H]1N(CCN(C1)C(=O)C1CC1)C(C=C)=O (R)-1-(2-(3-(5-aminopyrimidin-2-yl)-5-chlorophenyl)-4-(cyclopropanecarbonyl)piperazin-1-yl)prop-2-en-1-one